N1N=CC(=C1)C1=CC=C(C=C1)N1C(N(C2(C1)CCN(CC2)C(C)=O)CC2=C(C(=CC=C2)F)C)=O 3-(4-(1H-pyrazol-4-yl)phenyl)-8-acetyl-1-(3-fluoro-2-methylbenzyl)-1,3,8-triazaspiro[4.5]decan-2-one